C1(=CC=C(C=C1)NC(NCCN1N=C2C=CC=CC2=C1C(=O)NCC1=CC=C(C(=O)O)C=C1)=O)C 4-((2-(2-(3-(p-tolyl)ureido)ethyl)-2H-indazole-3-carboxamido)methyl)benzoic acid